pyrazolocyclononan-5-one N1N=CC2=C1CCCCCC(C2)=O